C(C)(C)(C)C1=CC=C(C=C1)[S@](=NC(C1=CC=C(C=C1)F)=O)C1=C(C(=CC=C1)C)C1=C(C=CC=C1C)I N-((S)-(4-(tert-butyl)phenyl)((R)-2'-iodo-6,6'-dimethyl-[1,1'-biphenyl]-2-yl)-λ4-sulfaneylidene)-4-fluorobenzamide